2,4-dibenzyl-6-(p-tolyl)-1,2,4-triazine-3,5(2H,4H)-dione C(C1=CC=CC=C1)N1N=C(C(N(C1=O)CC1=CC=CC=C1)=O)C1=CC=C(C=C1)C